(4-(4-methylpiperazin-1-yl)piperidin-1-yl)aniline CN1CCN(CC1)C1CCN(CC1)NC1=CC=CC=C1